4-methoxy-N,N-diethylbutanamide COCCCC(=O)N(CC)CC